C(CCCCCCCCCC)(=O)C(OP(=O)([O-])O)C[N+](C)(C)C undecanoyl-phosphocholine